FC(C(=O)O)(F)F.C1(CCC1)NC(=O)C1=CN=C2N1N=C(C=C2NC)N2CCC1=C(C=CC=C21)C2=NC=C(C=C2F)CN2CC1(C2)C(CNCC1)(F)F N-cyclobutyl-6-(4-(5-((5,5-difluoro-2,7-diazaspiro[3.5]nonan-2-yl)methyl)-3-fluoropyridin-2-yl)indolin-1-yl)-8-(methylamino)imidazo[1,2-b]pyridazine-3-carboxamide trifluoroacetate